9-Bromo-2-(4-phenylpiperidin-1-yl)benzo[4,5]imidazo[1,2-a]pyrimidine BrC1=CC=CC2=C1N=C1N2C=CC(=N1)N1CCC(CC1)C1=CC=CC=C1